C(#N)N1[C@H]2[C@@H](C[C@@H]1CC2)NC(=O)C2=NC=CC(=C2)C2=C(C=CC(=C2)Cl)Cl N-((1R,2R,4S)-7-cyano-7-azabicyclo[2.2.1]heptan-2-yl)-4-(2,5-dichlorophenyl)-2-pyridinecarboxamide